phthalazin-1-amine formic acid salt C(=O)O.C1(=NN=CC2=CC=CC=C12)N